C1(=CC=CC2=CC=CC=C12)C=1SC=C(N1)CC(=O)NCC(=O)OCC Ethyl (2-(2-(Naphthalen-1-yl)Thiazol-4-yl)Acetyl)Glycinate